FC(C(C(C(F)(F)F)(F)F)(F)F)(S(=O)(=O)[N-]C(C(C(F)(F)F)(C(F)(F)F)F)=O)F.[Na+] Sodium ((perfluorobutyl)sulfonyl)(2,3,3,3-tetrafluoro-2-(trifluoromethyl)propanoyl)amide